NC1=C2N=CN(C2=NC=N1)C[C@@H](C)OCP1(OCC(CO1)CCC(=O)OC(C)C)=O (R)-isopropyl 3-(2-(((1-(6-amino-9H-purin-9-yl)propan-2-yl)oxy)methyl)-2-oxo-1,3,2-dioxaphosphinan-5-yl)propanoate